C(C)(C)(C)OC(=O)NC(CCNC(=O)C=1C=CC(=C(C1)C1=CC(=CC=C1OCCCCCC)C(=O)OC)OCCCCCC)CC Methyl 5'-((3-((tert-butoxycarbonyl)amino)pentyl)carbamoyl)-2',6-bis(hexyloxy)-[1,1'-biphenyl]-3-carboxylate